tert-butyl 2,5-bis(1-(4-cyanophenyl)-1H-1,2,3-triazol-4-yl)benzoate C(#N)C1=CC=C(C=C1)N1N=NC(=C1)C1=C(C(=O)OC(C)(C)C)C=C(C=C1)C=1N=NN(C1)C1=CC=C(C=C1)C#N